O1CC2=C3C(OCCOB13)=CC(=C2)NC(OC(C)(C)C)=O tert-butyl (7,8-dihydro-2H-1,6,9-trioxa-9a-borabenzo[cd]azulen-4-yl)carbamate